N-(1-(2-(4-chlorophenyl)hydrazine-1-carbonyl)cyclopropyl)-3-(difluoromethyl)-1-methyl-1H-pyrazole-4-carboxamide ClC1=CC=C(C=C1)NNC(=O)C1(CC1)NC(=O)C=1C(=NN(C1)C)C(F)F